NC=1C=C(C(=C(C(=O)OCC)C1)C=1C=NC(=CC1)C(CC)(F)F)F Ethyl 5-amino-2-[6-(1,1-difluoropropyl)pyridin-3-yl]-3-fluorobenzoate